8-Cyclopentyl-6-hydroxymethyl-2-(5-pyrrolidin-1-yl-pyridin-2-ylamino)-8H-pyrido[2,3-d]pyrimidin-7-one C1(CCCC1)N1C(C(=CC2=C1N=C(N=C2)NC2=NC=C(C=C2)N2CCCC2)CO)=O